BrC=1C=CC(=C(C(=O)O)C1)C(NC1=NC=CC=C1)=O 5-bromo-2-[(pyridin-2-yl)carbamoyl]benzoic acid